1,3,5-tris(4-carboxyphenylethynyl)benzene C(=O)(O)C1=CC=C(C=C1)C#CC1=CC(=CC(=C1)C#CC1=CC=C(C=C1)C(=O)O)C#CC1=CC=C(C=C1)C(=O)O